Tert-butyl (R)-3-((S)-1-(tert-butoxy)-3-(3-(methoxycarbonyl)phenyl)-1-oxopropan-2-yl)pyrrolidine-1-carboxylate C(C)(C)(C)OC([C@@H](CC1=CC(=CC=C1)C(=O)OC)[C@@H]1CN(CC1)C(=O)OC(C)(C)C)=O